2-(tert-butyldimethylsilyloxy)acetaldehyde [Si](C)(C)(C(C)(C)C)OCC=O